(1s,4s)-4-((4-(4-chloro-7,7-dimethyl-5-oxo-5,7-dihydroindolo[1,2-a]quinazolin-10-yl)piperidin-1-yl)methyl)cyclohexane-1-carbaldehyde ClC=1C=2C(N=C3N(C2C=CC1)C1=CC(=CC=C1C3(C)C)C3CCN(CC3)CC3CCC(CC3)C=O)=O